Nα-Methyl-glycine CNCC(=O)O